aluminum 1-propanesulfonate C(CC)S(=O)(=O)[O-].[Al+3].C(CC)S(=O)(=O)[O-].C(CC)S(=O)(=O)[O-]